O=C(/C=C/C(=O)OCC)NC=1SC(=CN1)C1=CC=CC=C1 (E)-ethyl 4-oxo-4-((5-phenylthiazol-2-yl)amino)but-2-enoate